C(C)(C)(C)OC(=O)N1N=C(C=C1OC(F)F)N 3-amino-5-(difluoromethoxy)-1H-pyrazole-1-carboxylic acid tert-butyl ester